benzyl 4-[tert-butoxycarbonyl(ethyl)amino]-3-methyl-piperidine-1-carboxylate C(C)(C)(C)OC(=O)N(C1C(CN(CC1)C(=O)OCC1=CC=CC=C1)C)CC